3-((2S)-3-(8-(3-(6-aminopyridin-3-yl)phenylsulfonyl)-1-oxa-8-azaspiro[4.5]decan-3-ylamino)-2-hydroxypropoxy)-N-ethylbenzenesulfonamide NC1=CC=C(C=N1)C=1C=C(C=CC1)S(=O)(=O)N1CCC2(CC(CO2)NC[C@@H](COC=2C=C(C=CC2)S(=O)(=O)NCC)O)CC1